trans-6-nonenamide C(CCCC\C=C\CC)(=O)N